tert-butyl (2S,4R)-2-(((R)-1-(4-(3-fluoropyridin-4-yl)phenyl)-2-hydroxyethyl)carbamoyl)-4-hydroxypyrrolidine-1-carboxylate FC=1C=NC=CC1C1=CC=C(C=C1)[C@H](CO)NC(=O)[C@H]1N(C[C@@H](C1)O)C(=O)OC(C)(C)C